Cl.FC1(CNCCCC1)F 3,3-difluoroazepane hydrochloride